BrC=1C=CC2=C(N(C3=C(CC2)C=CC=C3)CCCNC/C=C/C(=O)OCC)C1 Ethyl (E)-4-[3-(3-bromo-10,11-dihydro-5H-dibenzo[b,f]azepin-5-yl)propylamino]but-2-enoate